C1(CC1)C=1C=NC(=NC1)N1CC(C(=CC1)C(C[NH-])OC[C@H](C)NC=1C=NNC(C1C(F)(F)F)=O)C 2-(1-(5-cyclopropylpyrimidin-2-yl)-3-methyl-1,2,3,6-tetrahydropyridine-4-yl)-N-((S)-2-((6-oxo-5-(trifluoromethyl)-1,6-dihydropyridazin-4-yl)amino)propoxy)ethyl-Amide